N-(2,3-dihydro-2-oxo-1H-benzimidazol-5-yl)-2-hydroxy-4-((2-methoxy-5-methyl-4-((methylamino)sulfonyl)phenyl)azo)naphthalene-2-carboxamide O=C1NC2=C(N1)C=CC(=C2)NC(=O)C2(CC1=CC=CC=C1C(=C2)N=NC2=C(C=C(C(=C2)C)S(=O)(=O)NC)OC)O